((tert-Butyldiphenylsilyl)oxy)methyl-tetrahydro-2H-pyran-3-amine [Si](C1=CC=CC=C1)(C1=CC=CC=C1)(C(C)(C)C)OCC1OCCCC1N